[K+].C1(=CC=CC=C1)S(=O)(=O)[NH-] benzenesulfonamide potassium salt